[Br-].[Br-].C(C)[SiH](CC)[Zr+2](C1C=CC=C1)C1C=CC=C1 diethylsilyl-bis(cyclopentadienyl)zirconium dibromide